2-chloro-1-(4-(3-isopropyl-2-(2-methylpyridin-4-yl)-1H-indol-5-yl)piperidin-1-yl)ethan-1-one ClCC(=O)N1CCC(CC1)C=1C=C2C(=C(NC2=CC1)C1=CC(=NC=C1)C)C(C)C